1-(benzyloxy)-2,4-difluoro-5-nitrobenzene C(C1=CC=CC=C1)OC1=C(C=C(C(=C1)[N+](=O)[O-])F)F